[Si](C)(C)(C(C)(C)C)OCCN1C[C@@H](CCC1)C1=NC=CC=2C1=C(N=NC2Cl)N (R)-(1-(2-((tert-Butyldimethylsilyl)oxy)ethyl)piperidin-3-yl)-1-chloropyrido[3,4-d]pyridazin-4-amine